butyl 2-((1-methoxy-2-methyl-1-oxopropan-2-yl)carbamoyl)piperazine-1,4-dicarboxylate COC(C(C)(C)NC(=O)C1N(CCN(C1)C(=O)[O-])C(=O)OCCCC)=O